C1(CC1)N1[C@H](CN(CC1)C1CCN(CC1)C1=C(C=C(C(=C1)OC)NC1=NC=NC(=C1)N1OCC[C@@H]1C1=CC(=C(C=C1)F)C(F)(F)F)NC(C=C)=O)C N-(2-(4-((S)-4-cyclopropyl-3-methylpiperazin-1-yl)piperidin-1-yl)-5-((6-((R)-3-(4-fluoro-3-(trifluoromethyl)phenyl)isoxazolidin-2-yl)pyrimidin-4-yl)amino)-4-methoxyphenyl)acrylamide